5-[(2-fluorophenyl)methoxy]-N-[4-(hydroxymethyl)oxan-4-yl]-2-methyl-2H-indazole-3-carboxamide FC1=C(C=CC=C1)COC1=CC2=C(N(N=C2C=C1)C)C(=O)NC1(CCOCC1)CO